4-(p-tolyloxyethylthiomethyl)1,3-dihydroimidazole-2-thione C1(=CC=C(C=C1)OCCSCC=1NC(NC1)=S)C